(E)-2-(2,6-Dioxopiperidin-3-yl)-5-((3-(4-(3-(4-(1-(4-hydroxyphenyl)-2-phenylbut-1-en-1-yl)phenyl)propyl)-1,4-diazepan-1-yl)propyl)amino)isoindolin-1,3-dion O=C1NC(CCC1N1C(C2=CC=C(C=C2C1=O)NCCCN1CCN(CCC1)CCCC1=CC=C(C=C1)/C(=C(/CC)\C1=CC=CC=C1)/C1=CC=C(C=C1)O)=O)=O